β-(4-Hydroxy-3-methoxyphenyl)propionic acid OC1=C(C=C(C=C1)CCC(=O)O)OC